palladium(II) biphenyl C1(=CC=CC=C1)C1=CC=CC=C1.[Pd+2]